CN1N=CC=2C1=NC=NC2SCC(=O)C=2SC(=CC2)C2CNCC2 2-((1-methyl-1H-pyrazolo[3,4-d]pyrimidin-4-yl)thio)-1-(5-(pyrrolidin-3-yl)thiophen-2-yl)ethan-1-one